ClC(C(C)O)N1C(=O)N(C(=O)N(C1=O)C(C(C)O)Cl)C(C(C)O)Cl 1,3,5-tri(1'-chloro-2'-hydroxy-propyl)isocyanuric acid